C(#N)C=1C=C2CN(CC2=CC1)C(=O)N([C@H]1CNCCC1)C=1N=CC=C2C1N(C=C2)C (R)-5-cyano-N-(1-methyl-1H-pyrrolo[2,3-c]pyridin-7-yl)-N-(piperidin-3-yl)isoindoline-2-carboxamide